8-((2S,5R)-4-(2,2-difluoro-1-(4-fluorophenyl)-3-methoxypropyl)-2,5-dimethylpiperazin-1-yl)-5-methyl-6-oxo-5,6-dihydro-1,5-naphthyridine-2-carbonitrile FC(C(C1=CC=C(C=C1)F)N1C[C@@H](N(C[C@H]1C)C1=CC(N(C=2C=CC(=NC12)C#N)C)=O)C)(COC)F